[Ti].F[Al] fluoroaluminium titanium